C1(CC1)C(CC(=O)N1CCC(CC1)(O)CN1C=NC(=CC1=O)NCCN1CCCC1)C1CC1 3-((1-(3,3-Dicyclopropylpropanoyl)-4-hydroxypiperidin-4-yl)methyl)-6-((2-(pyrrolidin-1-yl)ethyl)amino)pyrimidin-4(3H)-one